(Z)-3-ethoxy-4-(nonadec-9-en-1-ylamino)cyclobut-3-ene-1,2-dione C(C)OC=1C(C(C1NCCCCCCCC\C=C/CCCCCCCCC)=O)=O